ClC1=C(C#N)C=CC(=C1)CN1CCC2(CC1)COC1=C3CN(C(C3=CC=C12)=O)C1C(NC(CC1)=O)=O 2-chloro-4-((7-(2,6-dioxopiperidin-3-yl)-6-oxo-7,8-dihydro-2H,6H-spiro[furo[2,3-e]isoindole-3,4'-piperidin]-1'-yl)methyl)benzonitrile